(2-(trifluoromethyl)quinolin-6-yl)methanone Iron [Fe].FC(C1=NC2=CC=C(C=C2C=C1)C=O)(F)F